triazacyclopent[4,5-c]pyridine N1N=NN=C2C1=CC=C2